BrC1=CC=C(O1)C1C(N=C2N1CCN(C2)C(=O)C=2C=C(CN1C(C3=CC=CC=C3C=N1)=O)C=CC2F)C#C 3-(3-(5-bromofuran-2-yl)-2-ethynyl-2,3,5,6,7,8-hexahydroimidazo[1,2-a]pyrazine-7-carbonyl)-4-fluorobenzylphthalazin-1(2H)-one